2,2,2-trichloro-1,1-bis(4-chlorophenyl)ethanol ClC(C(O)(C1=CC=C(C=C1)Cl)C1=CC=C(C=C1)Cl)(Cl)Cl